O1C(NC2=C1C=CC(=C2)NC2=NC(=NC=C2C)NC=2C=C1CN(CC1=CC2)CCC(C)C)=O N4-(benzo[d]oxazol-2(3H)-on-5-yl)-N2-(2-isopentylisoindolin-5-yl)-5-methylpyrimidine-2,4-diamine